C(C)(C)(C)[C@H]1C=2C=C(C(NC2C2=C(C1)N1C(=N2)C(=CC=C1)C(F)(F)F)=O)C(=O)O (S)-5-(tert-butyl)-2-oxo-11-(trifluoromethyl)-1,2,5,6-tetrahydropyrido[2',1':2,3]imidazo[4,5-h]quinoline-3-carboxylic acid